4-[2-[2-[5-methyl-1-[4-(trifluoromethoxy)phenyl]pyrazol-3-yl]-2,6-diazaspiro[3.3]heptan-6-yl]ethyl]morpholine CC1=CC(=NN1C1=CC=C(C=C1)OC(F)(F)F)N1CC2(C1)CN(C2)CCN2CCOCC2